C(CCC)C1=NC=2C(=C(N=NC2N(CC2=CC=C(C=C2)OC)CC2=CC=C(C=C2)OC)OC(C)C)N1 2-butyl-7-isopropoxy-N,N-bis(4-methoxybenzyl)-1H-imidazo[4,5-d]pyridazin-4-amine